ClC=1C=C(C=CC1)C1=C(C=O)C=CC(=N1)N1C=NC2=C1C=C(C(=C2)OC)OC 2-(3-chlorophenyl)-6-(5,6-dimethoxy-1H-benzo[d]imidazol-1-yl)nicotinaldehyde